1-(8-chloro-4-isoquinolyl)-3-[(4-methoxyphenyl)methyl]hexahydropyrimidine-2,4-dione ClC=1C=CC=C2C(=CN=CC12)N1C(N(C(CC1)=O)CC1=CC=C(C=C1)OC)=O